(2R,3S,5R)-5-(6-amino-2-fluoro-9H-purin-9-yl)-2-ethynyl-2-((((4-nitrophenoxy)carbonyl)oxy)methyl)tetrahydrofuran-3-yl (4-nitrophenyl) carbonate C(O[C@@H]1[C@](O[C@H](C1)N1C2=NC(=NC(=C2N=C1)N)F)(COC(=O)OC1=CC=C(C=C1)[N+](=O)[O-])C#C)(OC1=CC=C(C=C1)[N+](=O)[O-])=O